C(C=C)N1N(C2=NC(=NC=C2C1=O)NC1=CC(=C(C=C1)OC1CCN(CC1)C)F)C1=NC(=CC=C1)C(C)(C)O 2-allyl-6-((3-fluoro-4-((1-methylpiperidine-4-yl)oxy)phenyl)amino)-1-(6-(2-hydroxyprop-2-yl)pyridin-2-yl)-1,2-dihydro-3H-pyrazolo[3,4-d]pyrimidin-3-one